C(C)(C)[Si](N1C(=CC=C1)B(O)O)(C(C)C)C(C)C 1-(TRIISOPROPYLSILYL)-PYRROL-2-YLBORONIC ACID